4-(3-(bis(3-methoxybenzyl)amino)benzyl)piperazin-2-one COC=1C=C(CN(C=2C=C(CN3CC(NCC3)=O)C=CC2)CC2=CC(=CC=C2)OC)C=CC1